BrC=1C=C2N(N=CC(=C2NC[C@@H]2N(CCC2)C(=O)OC(C)(C)C)C(N)=NC2=C(C=C(C=C2)O[Si](C)(C)C(C)(C)C)CC)C1 tert-butyl (R)-2-[[[6-bromo-3-[N'-[4-[tert-butyl(dimethyl)silyl]oxy-2-ethyl-phenyl]carbamimidoyl]pyrrolo[1,2-b]pyridazin-4-yl]amino]methyl]pyrrolidine-1-carboxylate